N-((5-(2,6-dioxopiperidin-3-yl)-4-oxo-5,6-dihydro-4H-thieno[3,4-c]pyrrol-1-yl)-methyl)-2-oxo-2-(4-(1-(trifluoromethyl)cyclopropyl)phenyl)acetamide O=C1NC(CCC1N1CC=2C(C1=O)=CSC2CNC(C(C2=CC=C(C=C2)C2(CC2)C(F)(F)F)=O)=O)=O